14-methyl-bicyclo[10.3.0]pentadecene CC1CC2CCCCCCCCCC=C2C1